CN1C=CC2=C(C=CC=C12)C 1,4-dimethylindole